2-Hydroxyethyl (S)-2-(2-(benzofuran-6-carbonyl)-5,7-dichloro-1,2,3,4-tetrahydroisoquinoline-6-carboxamido)-3-(3-(methylsulfonyl)phenyl)propanoate O1C=CC2=C1C=C(C=C2)C(=O)N2CC1=CC(=C(C(=C1CC2)Cl)C(=O)N[C@H](C(=O)OCCO)CC2=CC(=CC=C2)S(=O)(=O)C)Cl